C(C)N1CC2=C3C(C=CC=C13)=CC=C2 1-ethylbenzo[cd]Indole